N1(CCC1)CCN(C1=CC(=C(C=C1[N+](=O)[O-])NC1=NC=C(C(=N1)N1CC(C2=NC(=CC=C21)C)(C)C)C(=O)OC(C)C)OC)C isopropyl 2-((4-((2-(azetidin-1-yl)ethyl) (methyl)amino)-2-methoxy-5-nitro-phenyl)amino)-4-(3,3,5-trimethyl-2,3-dihydro-1H-pyrrolo[3,2-b]pyridin-1-yl)pyrimidine-5-carboxylate